C(=O)(OCC1=CC=CC=C1)N[C@@H](COC(C)(C)C)C(=O)N[C@@H](CO)C(=O)O N-carbobenzoxy-O-tertiary butyl-L-seryl-L-serine